4,6-difluoro-7-propyl-dibenzofuran-3-carboxylic acid FC1=C(C=CC2=C1OC1=C2C=CC(=C1F)CCC)C(=O)O